2-(4-chloro-5-methyl-6-oxo-pyridazin-1-yl)acetic acid ClC=1C=NN(C(C1C)=O)CC(=O)O